N-[1-(iso-propyl)-4-piperidinyl]-N,N'-bis(2-pyridinylmethyl)-1,4-benzenedimethanamine C(C)(C)N1CCC(CC1)N(CC1=CC=C(C=C1)CNCC1=NC=CC=C1)CC1=NC=CC=C1